6-Methyl-1-phenethyl-2-phenyl-1H-benzo[d]imidazole CC=1C=CC2=C(N(C(=N2)C2=CC=CC=C2)CCC2=CC=CC=C2)C1